3-amino-6-bromo-4-(3-methoxyphenyl)-1H-benzo[h]quinolin-2-one NC=1C(NC2=C3C(=C(C=C2C1C1=CC(=CC=C1)OC)Br)C=CC=C3)=O